Cl.FC=1C=CC2=C(O[C@H](CO2)CN2C[C@@](CCC2)(C)COC)C1 (S)-1-((S)-7-fluoro-2,3-dihydro-benzo[1,4]dioxin-2-ylmethyl)-3-methoxymethyl-3-methyl-piperidine hydrochloride